2-(2-((2-Methoxy-6-methyl-5,6,7,8-tetrahydro-1,6-naphthyridin-3-yl)amino)quinazolin-8-yl)isoindolin-1-one COC1=NC=2CCN(CC2C=C1NC1=NC2=C(C=CC=C2C=N1)N1C(C2=CC=CC=C2C1)=O)C